COC(=O)[C@H]1N(C[C@H](C1)N)C(=O)OC(C)(C)C (2S,4S)-4-aminopyrrolidine-1,2-dicarboxylic acid 1-tert-butyl ester 2-methyl ester